tert-butyl 4-(pyrrolidin-1-yl)-1,2,3,6-tetrahydropyridine-1-carboxylate N1(CCCC1)C=1CCN(CC1)C(=O)OC(C)(C)C